2,2-dihydroxy-N-(tetrahydro-2H-pyran-4-yl)acetamide OC(C(=O)NC1CCOCC1)O